(R)-5-CARBAMOYLPYRIDIN-3-YL-2-METHYL-4-(3-(TRIFLUORoMETHOXY)BENZYL)PIPERAZIN-1-CARBOXYLAT C(N)(=O)C=1C=C(C=NC1)OC(=O)N1[C@@H](CN(CC1)CC1=CC(=CC=C1)OC(F)(F)F)C